C(#N)C1=NC=CC(=C1)C=O 2-cyanopyridine-4-formaldehyde